FC1=CC(=C2CN(C(C2=C1)=O)C1C(NC(CC1)=O)=O)C1CCN(CC1)CCCCCCCC1=CC(=CC=C1)C1=NC=2N(C(=C1)N1CCN(CC1)CCO)N=C(C2C2=CC=CC=C2)C 3-(6-fluoro-4-(1-(7-(3-(7-(4-(2-hydroxyethyl)piperazin-1-yl)-2-methyl-3-phenyl-pyrazolo[1,5-a]pyrimidin-5-yl)phenyl)heptyl)piperidin-4-yl)-1-oxoisoindolin-2-yl)piperidine-2,6-dione